O=C1CC(OC2=C1C=CC=C2)C(=O)N 4-oxo-3,4-dihydro-2H-1-benzopyran-2-carboxamide